Caprylyl-dodecanol C(CCCCCCC)(=O)C(CCCCCCCCCCC)O